2-methyl-7-((1-(oxazol-4-yl)ethyl)amino)-6-(6-((tetrahydro-2H-pyran-4-yl)oxy)-1H-benzo[d]imidazol-2-yl)-2H-pyrazolo[4,3-b]pyridin-5(4H)-one CN1N=C2C(NC(C(=C2NC(C)C=2N=COC2)C2=NC3=C(N2)C=C(C=C3)OC3CCOCC3)=O)=C1